FC=1C(=NC(=NC1)N[C@H]1CNC[C@@H]1F)C1=CN=C2N1N=C(C(=C2)OC)N2CCOCC2 5-fluoro-N-((3S,4S)-4-fluoropyrrolidin-3-yl)-4-(7-methoxy-6-morpholinoimidazo[1,2-b]pyridazin-3-yl)pyrimidin-2-amine